bis((2E)-3,7-dimethylocta-2,6-dien-1-yl) succinate (geranyl succinate) C(\C=C(/C)\CCC=C(C)C)C(C(=O)O)CC(=O)O.C(CCC(=O)OC\C=C(\CCC=C(C)C)/C)(=O)OC\C=C(\CCC=C(C)C)/C